1,4-bis(bicyclo[2.2.1]hept-5-en-2-yl)benzene C12C(CC(C=C1)C2)C2=CC=C(C=C2)C2C1C=CC(C2)C1